3-(4-(3-((Tert-butyldimethylsilyl)oxy)cyclobutyl)-3-methyl-2-oxo-2,3-dihydro-1H-benzo[d]imidazol-1-yl)piperidine-2,6-dione [Si](C)(C)(C(C)(C)C)OC1CC(C1)C1=CC=CC=2N(C(N(C21)C)=O)C2C(NC(CC2)=O)=O